C(C)(=O)C1(CC(=C(CC1)C)C)OC(=O)C1=CC2=CC=CC=C2C=C1 2-naphthoic acid 1-acetyl-3,4-dimethylcyclohex-3-en-1-yl ester